COC=1C=C2C(=NC=NC2=CC1OC)OC1=CC(=C(C(=C1)F)C(C(=O)O)=O)F (4-((6,7-dimethoxyquinazolin-4-yl)oxy)-2,6-difluorophenyl)-2-oxoacetic acid